Tetrazolo[5,1-a]phthalazine N=1N=NN2C1C1=CC=CC=C1C=N2